F[P-](F)(F)(F)(F)F.N1(CCCC1)[PH+](N1CCCC1)N1CCCC1 tris-pyrrolidinophosphonium hexafluorophosphate